C(C)[C@H]1[C@H](NC([C@H]1F)=O)COC=1C=CC=C2C=C(C(=NC12)OC)C(=O)N 8-((2S,3S,4S)-3-ethyl-4-fluoro-5-oxo-pyrrolidin-2-ylmethoxy)-2-methoxy-quinoline-3-carboxylic acid amide